[Rb].[Sc].[Li] lithium scandium rubidium